5,6,7,8-tetrahydronaphtho[2,3-b]thiophen-3-amine S1C2=C(C(=C1)N)C=C1CCCCC1=C2